3-(1,1-dimethyl-1,3-dihydroisobenzofuran-5-yl)-6,7-difluoro-3-(4-hydroxyphenyl)indol-2-one CC1(OCC2=CC(=CC=C12)C1(C(NC2=C(C(=CC=C12)F)F)=O)C1=CC=C(C=C1)O)C